(S)-2,4,5-trifluoro-N-[1,1,1-trifluoropropan-2-yl]benzamide FC1=C(C(=O)N[C@H](C(F)(F)F)C)C=C(C(=C1)F)F